(3-bromo-2,6-difluoro-phenyl)methoxy-tert-butyl-dimethyl-silane BrC=1C(=C(C(=CC1)F)CO[Si](C)(C)C(C)(C)C)F